C(C)(=O)C(NC1=CC=C(C=C1)Cl)C(=O)NC12CC(C1)(C2)NC(COC2=CC(=C(C=C2)Cl)F)=O 2-acetyl-N-{3-[2-(4-chloro-3-fluorophenoxy)acetylamino]Bicyclo-[1.1.1]Pentan-1-yl}-N2-(4-chlorophenyl)glycinamide